OCCN1CCN(CC1)C=1C=CC(=C(C(=O)O)C1)C 5-(4-(2-hydroxyethyl)piperazin-1-yl)-2-methylbenzoic acid